CC(C(=O)OCC(CN1C(C=2C(=C3C(=C(C2C1=O)N)C(C1=CC=CC=C1C3=O)=O)N)=O)OC(C(=C)C)=O)=C 3-(4,11-diamino-1,3,5,10-tetraoxo-1H-naphtho[2,3-f]isoindol-2(3H,5H,10H)-yl)propane-1,2-diyl bis(2-methylacrylate)